N-tert-butyl-4-[3-hydroxy-1-[(4-imidazol-1-ylphenyl)methyl]-2-oxo-indolin-3-yl]benzenesulfonamide C(C)(C)(C)NS(=O)(=O)C1=CC=C(C=C1)C1(C(N(C2=CC=CC=C12)CC1=CC=C(C=C1)N1C=NC=C1)=O)O